2,6-bis(2',4'-diethyloxyphenyl)-4-(4'-dimethylaminophenyl)pyridine (2R,3R,4S)-4-((6-chloro-5-nitro-2-(propylthio)pyrimidin-4-yl)amino)-2-(dimethoxymethyl)tetrahydrofuran-3-yl-acetate ClC1=C(C(=NC(=N1)SCCC)N[C@H]1[C@H]([C@@H](OC1)C(OC)OC)CC(=O)O)[N+](=O)[O-].C(C)OC1=C(C=CC(=C1)OCC)C1=NC(=CC(=C1)C1=CC=C(C=C1)N(C)C)C1=C(C=C(C=C1)OCC)OCC